C(CCC(C)C)(=O)OC(C)C Isopropyl isocaproate